1-(7-(8-Ethyl-7-fluoro-3-hydroxynaphthalen-1-yl)-8-fluoro-2-(((2R,7aS)-2-fluorotetrahydro-1H-pyrrolizin-7a(5H)-yl)methoxy)pyrido[4,3-d]pyrimidin-4-yl)-3-(trifluoromethyl)piperidin-3-ol C(C)C=1C(=CC=C2C=C(C=C(C12)C1=C(C=2N=C(N=C(C2C=N1)N1CC(CCC1)(O)C(F)(F)F)OC[C@]12CCCN2C[C@@H](C1)F)F)O)F